(3S,5R,E)-5-(methoxymethoxy)-4,4-dimethyl-3-((triethylsilyl)oxy)non-7-en-1-ol COCO[C@@H](C([C@H](CCO)O[Si](CC)(CC)CC)(C)C)C\C=C\C